O.[Cl-].C(CCCCCCCCCCC)(=O)OCC[N+](C)(C)C.OCC[N+](C)(C)C.[Cl-] choline lauroyl-choline chloride hydrate